4-(1-(4-(5-(Difluoromethyl)-1,3,4-oxadiazol-2-yl)-2-fluorobenzyl)-3-(1-methylpiperidin-4-yl)-2-oxo-2,3-dihydro-1H-benzo[d]imidazol-5-yl)piperidine-1-carboxylic acid tert-butyl ester C(C)(C)(C)OC(=O)N1CCC(CC1)C1=CC2=C(N(C(N2C2CCN(CC2)C)=O)CC2=C(C=C(C=C2)C=2OC(=NN2)C(F)F)F)C=C1